(S)-2-(6-(2-ethyl-4-hydroxyphenyl)-1H-indazol-3-yl)-5-propyl-4,5,6,7-tetrahydro-3H-imidazo[4,5-c]Pyridine-6-carboxylic acid C(C)C1=C(C=CC(=C1)O)C1=CC=C2C(=NNC2=C1)C1=NC2=C(CN([C@@H](C2)C(=O)O)CCC)N1